FCC(C1=CC=CC=C1)NC(=O)C=1NC2=C(C=C3C(=NNC3=C2)C2=CC=NC=C2)N1 N-(2-fluoro-1-phenylethyl)-3-(pyridin-4-yl)-1,7-dihydroimidazo[4,5-f]indazole-6-carboxamide